(S)-1-phenyl-1-benzyl-3-(3-bromopyridin-2-yl)propadiene C1(=CC=CC=C1)C(=C=CC1=NC=CC=C1Br)CC1=CC=CC=C1